(2R,2'R)-N,N'-(((disulfanediylbis(ethane-2,1-diyl))bis(azanediyl))bis(3-oxopropane-3,1-diyl))bis(2-((tert-butyldimethylsilyl)oxy)-4-hydroxy-3,3-dimethylbutanamide) S(SCCNC(CCNC([C@@H](C(CO)(C)C)O[Si](C)(C)C(C)(C)C)=O)=O)CCNC(CCNC([C@@H](C(CO)(C)C)O[Si](C)(C)C(C)(C)C)=O)=O